C(C)OC=1C=C2C(N=CS2)=C(C1)C(=O)O 6-ethoxy-1,3-benzothiazole-4-carboxylic acid